N'-(pyridin-3-ylmethyl)ethanediamide N1=CC(=CC=C1)CNC(C(=O)N)=O